C1C=CC=C[Ge]1=O Germinone